8-((2s,5r)-4-(bis(4-fluorophenyl)methyl)-2,5-dimethylpiperazin-1-yl)-7-bromo-5-methyl-6-oxo-5,6-dihydro-1,5-naphthyridine-2-carbonitrile FC1=CC=C(C=C1)C(N1C[C@@H](N(C[C@H]1C)C1=C(C(N(C=2C=CC(=NC12)C#N)C)=O)Br)C)C1=CC=C(C=C1)F